CC(C)[C@@H](C)CC[C@@H](C)[C@H]1CC[C@H]2C3=CCC4C[C@H](CC[C@]4(C)[C@H]3CC[C@]12C)O 5ξ-ergosta-7-en-3beta-ol